4'-methyl-1'h-spiro[cyclobutane-1,3'-indole]-2'-one CC1=C2C3(C(NC2=CC=C1)=O)CCC3